COCC1N(CCNC1)C1=CC=CC(=N1)C1=NC2=CC(=NC=C2C=C1)CNC(C1=CC(=C(C=C1)C)S(=O)(=O)C)=O N-((2-(6-(2-(methoxymethyl)piperazin-1-yl)pyridin-2-yl)-1,6-naphthyridin-7-yl)methyl)-4-methyl-3-(methylsulfonyl)benzamide